FC(CCCCC)(F)C1(N=N1)C(CCCCC)(F)F 3,3-bis(1,1-difluoro-hexyl)-[1,2]diazirine